COC1=CC=C(C=C1)NCC1=CC=C(C=C1)C=1N(C=2C=CC=C(C2C1)NC1CCN(CC1)C1CCOCC1)CC(F)(F)F 2-(4-{[(4-methoxyphenyl)amino]meth-yl}phenyl)-N-[1-(oxan-4-yl)piperidin-4-yl]-1-(2,2,2-trifluoroethyl)-1H-indol-4-amine